O(F)F.[Sn] Tin Oxyfluoride